COC1=C(C#[N+][O-])C(=CC=C1)OC 2,6-dimethoxybenzonitrile N-oxide